(1S,4S)-5-(2-(3-(1-(3',4'-difluoro-[1,1'-biphenyl]-3-carbonyl)piperidin-3-yl)phenoxy)-2-methylpropanoyl)-2,5-diazabicyclo[2.2.1]heptane FC=1C=C(C=CC1F)C1=CC(=CC=C1)C(=O)N1CC(CCC1)C=1C=C(OC(C(=O)N2[C@@H]3CN[C@H](C2)C3)(C)C)C=CC1